5-(chloromethyl)-2-(1H-pyrazol-1-yl)pyridine Allyl-5-((1R)-fluoro(hydroxy(3-(2-methoxyethoxy)phenoxy)phosphoryl)methyl)benzo[b]thiophene-2-carboxylate C(C=C)OC(=O)C1=CC2=C(S1)C=CC(=C2)[C@@H](P(=O)(OC2=CC(=CC=C2)OCCOC)O)F.ClCC=2C=CC(=NC2)N2N=CC=C2